CC=1C=C(C=C(C1)C)NC(=S)NC(C1=CC=CC=C1)=O N-[(3,5-dimethylphenyl)carbamothioyl]benzamide